NCC1=CC=C(C=N1)NC(C)=O N-(6-(aminomethyl)pyridin-3-yl)acetamide